C(OCCC12CC3CC(CC(C1)C3)C2)(O[C@@H]2[C@](O[C@H](C2)N2C=CC3=C2N=C(N=C3N)Cl)(CO)C#C)=O 2-(adamantan-1-yl)ethyl ((2R,3S,5R)-5-(4-amino-2-chloro-7H-pyrrolo[2,3-d]pyrimidin-7-yl)-2-ethynyl-2-(hydroxymethyl)tetrahydrofuran-3-yl) carbonate